(3R,3'R)-7,8,7',8'-Tetradehydro-β,β-carotene-3,3'-diol CC1(C)C[C@@H](CC(C)=C1C#C\C(\C)=C\C=C\C(\C)=C\C=C\C=C(/C)\C=C\C=C(/C)\C#CC1=C(C)C[C@H](CC1(C)C)O)O